methyl (S)-2-((5-(2-((4-cyano-2-fluorobenzyl)oxy)pyrimidin-4-yl)-3,4,5,6-tetrahydropyrrolo[3,4-c]pyrrol-2(1H)-yl)methyl)-1-(oxetan-2-ylmethyl)-1H-benzo[d]imidazole-6-carboxylate C(#N)C1=CC(=C(COC2=NC=CC(=N2)N2CC3=C(C2)CN(C3)CC3=NC2=C(N3C[C@H]3OCC3)C=C(C=C2)C(=O)OC)C=C1)F